trans-rac-N-(5-(2,2-Dichloro-3-(3,5-dichlorophenyl)cyclopropane-1-carboxamido)-2-fluorophenyl)-3,5-difluorobenzamide ClC1([C@H]([C@@H]1C1=CC(=CC(=C1)Cl)Cl)C(=O)NC=1C=CC(=C(C1)NC(C1=CC(=CC(=C1)F)F)=O)F)Cl |r|